ClCC1=CC=CC(=N1)C1=NC(=CC=C1)CCl 6,6'-bis(chloromethyl)-2,2'-bipyridine